(20R)-22-methyl-25-oxa-16λ6-thia-11,13,14,17,22,27,32-heptaazahexacyclo[24.3.1.112,15.117,20.02,10.05,9]dotriaconta-1(29),2,4,9,12,14,26(30),27-octaene-16,16-dioxide CN1C[C@H]2CCN(S(C3=NN=C(NC4=C5CCCC5=CC=C4C4=CC=NC(OCC1)=C4)N3)(=O)=O)C2